C1(CC2C(CC1)O2)CCP(C2=CC=CC=C2)(C2=CC=CC=C2)=O 2-(3,4-epoxycyclohexyl)ethyldiphenylphosphine oxide